(2S,3S,4R,5R)-5-(6-(2-Chloro-5-methylbenzylamino)-2-(5-chloropyridin-3-yl)-9H-purin-9-yl)-3,4-Dihydroxy-N-methyl-tetrahydrofuran-2-carboxamide ClC1=C(CNC2=C3N=CN(C3=NC(=N2)C=2C=NC=C(C2)Cl)[C@H]2[C@@H]([C@@H]([C@H](O2)C(=O)NC)O)O)C=C(C=C1)C